(1,1'-bis(diphenylphosphino)ethane) dichloride [Cl-].[Cl-].C1(=CC=CC=C1)P(C(C)P(C1=CC=CC=C1)C1=CC=CC=C1)C1=CC=CC=C1